[Pd].[Ni].[Ag] silver-nickel-palladium